FC1=C(CC2(CCC2)CNC(=O)C2=NN=CC(N2)=O)C=CC(=C1)F N-((1-(2,4-difluorobenzyl)cyclobutyl)methyl)-5-oxo-4,5-dihydro-1,2,4-triazine-3-carboxamide